O=C1NC(CCC1N1C(C2=CC=C(C=C2C1)OCCOCCOCCOCCCOC1=C(C=CC=C1)C1CCNCC1)=O)=O 4-(2-(3-(2-(2-(2-((2-(2,6-dioxopiperidin-3-yl)-1-oxoisoindolin-5-yl)oxy)ethoxy)ethoxy)ethoxy)propoxy)phenyl)piperidin